1-((5aS,6R,11bR)-14-(cyclopropylmethyl)-5a,10-dihydroxy-1,2,5,5a,6,7-hexahydro-6,11b-(epiminoethano)naphtho[1,2-d]azepin-3(4H)-yl)-2-(5-methylisothiazol-3-yl)ethan-1-one C1(CC1)CN1CC[C@]23CCN(CC[C@]2([C@H]1CC1=CC=C(C=C13)O)O)C(CC1=NSC(=C1)C)=O